2-(4-(3-(2,4-dioxotetrahydropyrimidin-1(2H)-yl)-1-methyl-1H-indazol-6-yl)-3,3-difluoropiperidin-1-yl)acetic acid trifluoroacetate salt FC(C(=O)O)(F)F.O=C1N(CCC(N1)=O)C1=NN(C2=CC(=CC=C12)C1C(CN(CC1)CC(=O)O)(F)F)C